OC1=C(C(=O)C2=CCC(C=C2)(OCCC)OCC)C=CC=C1 2-hydroxy-4'-ethoxy-4'-propoxybenzophenone